N-(5-(3-(9H-purin-6-yl)pyridin-2-ylamino)-2-fluorophenyl)-4-chloro-3-(2-cyanopropan-2-yl)benzamide N1=CN=C2NC=NC2=C1C=1C(=NC=CC1)NC=1C=CC(=C(C1)NC(C1=CC(=C(C=C1)Cl)C(C)(C)C#N)=O)F